hexahydrobenzyl-acrylamide C(C1CCCCC1)C(C(=O)N)=C